N1(C=CC=C1)\C=C/C(=O)O.CC1=C(C(=O)C2=NC=CC=C2)C=CC=C1 2-(2-methylbenzoyl)pyridine (2Z)-3-(pyrrol-1-yl)prop-2-enoate